[N+](=O)([O-])C(CO)CC 2-nitro-1-butanol